C1=C(C=CC=2OC3=C(C21)C=CC=C3)CNC3=CN=C(N(C3=O)CC(=O)NCC3=CC=2C=NC=CC2N3)N3CC(C3)F 2-[5-(dibenzofuran-2-ylmethylamino)-2-(3-fluoroazetidin-1-yl)-6-oxo-pyrimidin-1-yl]-N-(1H-pyrrolo[3,2-c]pyridine-2-ylmethyl)acetamide